(5aR,6S,6aS)-3-((4-(2-(trifluoromethyl)phenyl)chroman-6-yl)methoxy)-5,5a,6,6a-tetrahydrocyclopropa[4,5]cyclopenta[1,2-c]pyridine-6-carboxylic acid FC(C1=C(C=CC=C1)C1CCOC2=CC=C(C=C12)COC1=CC2=C(C=N1)[C@H]1[C@@H](C2)[C@@H]1C(=O)O)(F)F